((7-chloro-6-mercapto-1H-indazol-3-yl)imino)dimethyl-lambda6-Thioketone ClC=1C(=CC=C2C(=NNC12)N=S(C)(C)=C=O)S